O=C1NC(CCC1N1C(N(C2=C1C=CC(=C2)CN2CCC(CC2)OCC2CCN(CC2)C(=O)OC(C)(C)C)C)=O)=O Tert-butyl 4-[[1-[[1-(2,6-dioxo-3-piperidyl)-3-methyl-2-oxo-benzimidazol-5-yl]methyl]-4-piperidyl]oxymethyl]piperidine-1-carboxylate